1,3,7-trimethyl-3,7-dihydropurine-2,6-dione CN1C(N(C=2N=CN(C2C1=O)C)C)=O